N-(2-(2,6-dioxo-piperidin-3-yl)-1,3-dioxoisoindolin-5-yl)-2-fluorobenzene-sulfonamide O=C1NC(CCC1N1C(C2=CC=C(C=C2C1=O)NS(=O)(=O)C1=C(C=CC=C1)F)=O)=O